3-butadiene-carboxylic acid methyl ester COC(=O)C(C=C)=C